O\N=C(\N)/C=1C=NC(=CC1)C1(CCC2(OCCO2)CC1)O (E)-N'-hydroxy-6-{8-hydroxy-1,4-dioxaspiro[4.5]decan-8-yl}pyridine-3-carboximidamide